3-bromospiro[fluorene-9,9'-xanthene] BrC=1C=CC2=C(C1)C1=CC=CC=C1C21C2=CC=CC=C2OC=2C=CC=CC12